Zinc copper sulfide [Cu]=S.[Zn]